FC=1C=C(C=CC1F)C(C(=O)NC=1C=CC2=C(S(C=C2)(=O)=O)C1)=C 2-(3,4-difluorophenyl)-N-(1,1-dioxidobenzo[b]thiophen-6-yl)acrylamide